9'-hydroxy-1-octadecylspiro[indoline-2,3'-(3H)-naphtho(2,1-b)-1,4-oxazine] OC1=CC=C2C=CC=3OC4(C=NC3C2=C1)N(C1=CC=CC=C1C4)CCCCCCCCCCCCCCCCCC